3-methylphenyl 1,3-dimethyl-butyl ether CC(CC(C)C)OC1=CC(=CC=C1)C